perfluorofluoro(2,4-di-n-butyl-1,3-dioxolane) FC1(OC(OC1(F)F)(C(C(C(C(F)(F)F)(F)F)(F)F)(F)F)F)C(C(C(C(F)(F)F)(F)F)(F)F)(F)F